[SnH3]F stannyl fluoride